(6-Fluoro-1H-indol-3-yl)(4-(2-(triethylsilyloxy)propan-2-yl)thiazol-2-yl)methanone FC1=CC=C2C(=CNC2=C1)C(=O)C=1SC=C(N1)C(C)(C)O[Si](CC)(CC)CC